(4-fluoropiperidin-1-yl)(1-(pyrazin-2-yl)indolin-5-yl)methanone FC1CCN(CC1)C(=O)C=1C=C2CCN(C2=CC1)C1=NC=CN=C1